BrCC1=C(C=C(C=N1)N1C(NC(CC1)=O)=O)F 1-(6-(Bromomethyl)-5-fluoropyridin-3-yl)dihydropyrimidine-2,4(1H,3H)-dione